(2R)-N-(3-{2-[(3-ethyl-1-methyl-1H-pyrazol-4-yl)amino]-5-methylpyrimidin-4-yl}-1H-indol-7-yl)-2-(4-methylpiperazin-1-yl)propanamide C(C)C1=NN(C=C1NC1=NC=C(C(=N1)C1=CNC2=C(C=CC=C12)NC([C@@H](C)N1CCN(CC1)C)=O)C)C